C1(=CC=CC=C1)C#CNNC1(NC=CC=N1)N 2-(2-phenylethynylhydrazino)pyrimidin-2-amine